C(C)N1CCN(CC1)CC(=O)NO 2-(4-ethylpiperazin-1-yl)-N-hydroxyacetamide